N1N=C(C=C1)COC=1C(=NC=C(N1)C1=CC(=C2CCN(CC2=C1)C)C)N ((1H-pyrazol-3-yl)methoxy)-5-(2,5-dimethyl-1,2,3,4-tetrahydroisoquinolin-7-yl)pyrazin-2-amine